C(CC)N1C=[N+](C=C1)C 1-propyl-3-methyl-imidazolium